4-(4-((5,7-dimethyl-1H-indol-4-yl)methyl)-1-isobutylpiperidin-3-yl)benzoic acid CC=1C(=C2C=CNC2=C(C1)C)CC1C(CN(CC1)CC(C)C)C1=CC=C(C(=O)O)C=C1